NCCC[Si](OC)(OC)C γ-aminopropyl-methyl-dimethoxysilane